Cl.C(#N)C1=C(C=CC(=C1OC=1C=C2C(N(C=NC2=CC1)C1=CC=C(C=C1)N1CCNCC1)=O)F)NS(=O)(=O)N1C[C@@H](CC1)F (3R)-N-[2-cyano-4-fluoro-3-({4-oxo-3-[4-(piperazin-1-yl)phenyl]quinazolin-6-yl}oxy)phenyl]-3-fluoropyrrolidine-1-sulfonamide hydrochloride